2-(4-chlorophenyl)-1-methyl-6,7,8,9-tetrahydropyrido[1,2-a]pyrrolo[2,3-d]pyrimidin-4(1H)-one ClC1=CC=C(C=C1)C1=CC2=C(N=C3N(C2=O)CCCC3)N1C